ClC=1C2=C(C(N(C1)C)=O)C(=CN2C)I 7-Chloro-3-iodo-1,5-dimethyl-1H-pyrrolo[3,2-c]pyridin-4(5H)-one